BrC1=CC2=C(N=C(O2)NC[C@@H]2CN(CC2)C(=O)OC(C)(C)C)C=C1 tert-butyl (R)-3-(((6-bromobenzo[d]oxazol-2-yl)amino)methyl)pyrrolidine-1-carboxylate